9,9'-(5-(4,6-diphenyl-1,3,5-triazin-2-yl)-1,3-phenylene)bis(3-phenyl-9H-carbazole) C1(=CC=CC=C1)C1=NC(=NC(=N1)C1=CC=CC=C1)C=1C=C(C=C(C1)N1C2=CC=CC=C2C=2C=C(C=CC12)C1=CC=CC=C1)N1C2=CC=CC=C2C=2C=C(C=CC12)C1=CC=CC=C1